[Cl-].NCC[N+]1=CC(=CC=C1)I N-(2-aminoethyl)-3-iodopyridinium chloride